5-fluoro-1-[(1S,2S,4R)-4-(4-fluorophenyl)-2-(1H-1,2,4-triazol-1-yl)cyclopentyl]piperidin-3-amine FC1CC(CN(C1)[C@@H]1[C@H](C[C@@H](C1)C1=CC=C(C=C1)F)N1N=CN=C1)N